C(=C)I(CCCI(CP(C1=CC=CC=C1)C1=CC=CC=C1)C=C)CP(C1=CC=CC=C1)C1=CC=CC=C1 1,3-bis(vinyldiphenylphosphinomethyliodo)propane